C(C)C1NC2=CC=C(C=C2C(C1)N)C(F)(F)F Racemic-2-ethyl-6-(trifluoromethyl)-1,2,3,4-tetrahydroquinolin-4-amine